CN1N=CC(=C1)C(CC(C(=O)OC)=O)=O Methyl 4-(1-methyl-1H-pyrazol-4-yl)-2,4-dioxobutanoate